CC1(CCN(CC1)C1=C2C(=NC(=C1)C1=CC=NN1C)C(=NN2CC(F)(F)F)C2=CC=NN2)O 4-methyl-1-(5-(1-methyl-1H-pyrazol-5-yl)-3-(1H-pyrazol-5-yl)-1-(2,2,2-trifluoroethyl)-1H-pyrazolo[4,3-b]pyridin-7-yl)piperidin-4-ol